4-(4-{4-[4-(tert-butoxycarbonylamino-methyl)-phenylcarbamoyl]-2,5-dimethyl-benzoylamino}-phenyl)-3,6-dihydro-2H-pyridine-1-carboxylic acid tert-butyl ester C(C)(C)(C)OC(=O)N1CCC(=CC1)C1=CC=C(C=C1)NC(C1=C(C=C(C(=C1)C)C(NC1=CC=C(C=C1)CNC(=O)OC(C)(C)C)=O)C)=O